1-(4-((5-(2'-fluoro-5'-methoxy-[1,1'-biphenyl]-4-yl)-1H-pyrazol-3-yl)amino)-3-methylphenyl)-3-methylurea FC1=C(C=C(C=C1)OC)C1=CC=C(C=C1)C1=CC(=NN1)NC1=C(C=C(C=C1)NC(=O)NC)C